Cl.CC1(CC1)C(=N)N 1-methylcyclopropaneformamidine hydrochloride